NC1=CC=C(C=C1)C(C)N([C@@H]1CC[C@H](CC1)C(=O)OC)C methyl trans-4-((1-(4-aminophenyl)ethyl)(methyl)amino)cyclohexane-1-carboxylate